(4R)-2-{[(2S)-1,4-dioxan-2-yl]methyl}-4-methyl-8-(trifluoromethyl)-4,5-dihydro-2H-furo[2,3-g]indazole-7-carboxylic acid O1[C@H](COCC1)CN1N=C2C3=C(C[C@H](C2=C1)C)OC(=C3C(F)(F)F)C(=O)O